Methyl-(S)-4,5,6,7-tetrahydrothieno[3,2-c]pyridine-6-carboxylic acid CC1=CC=2CN[C@@H](CC2S1)C(=O)O